CC=1C=2N(C=CC1)N=C(C2)[C@@H]2N(CCC1=C2N=CN1)C(=O)C=1OC(=NN1)C1=NC=CC=N1 (R)-(4-(4-methylpyrazolo[1,5-a]pyridin-2-yl)-6,7-dihydro-1H-imidazo[4,5-c]pyridin-5(4H)-yl)(5-(pyrimidin-2-yl)-1,3,4-oxadiazol-2-yl)methanone